(3S,4S)-1-cyclopentyl-4-{[5-(2,4-difluoro-phenyl)-isoxazole-3-carbonyl]-amino}-piperidine-3-carboxylic acid (1-cyano-cyclobutyl)-amide C(#N)C1(CCC1)NC(=O)[C@H]1CN(CC[C@@H]1NC(=O)C1=NOC(=C1)C1=C(C=C(C=C1)F)F)C1CCCC1